C1CNCCC12CCC(CC2)N2CCN(CC2)C=2C=C1CN(C(C1=CC2)=O)C2C(NC(CC2)=O)=O 3-[5-[4-(3-azaspiro[5.5]undecan-9-yl)piperazin-1-yl]-1-oxo-isoindolin-2-yl]piperidine-2,6-dione